1-(2-Chlorophenyl)-7-(1,1-difluoroethyl)quinazoline-2,4(1H,3H)-dione ClC1=C(C=CC=C1)N1C(NC(C2=CC=C(C=C12)C(C)(F)F)=O)=O